4-[4-(2-amino-1-hydroxyethyl)phenyl]-3-(6-phenylpyridazin-4-yl)oxybenzonitrile NCC(O)C1=CC=C(C=C1)C1=C(C=C(C#N)C=C1)OC1=CN=NC(=C1)C1=CC=CC=C1